OCCCN1CCCC1 1-(3-hydroxypropyl)pyrrolidin